3-(5-methoxypyridin-3-yl)isothiazole-5-carbaldehyde COC=1C=C(C=NC1)C1=NSC(=C1)C=O